2-(2,2-difluoropropyl)-3-methyl-1,2,3,4-tetrahydroisoquinolin-6-ol FC(CN1CC2=CC=C(C=C2CC1C)O)(C)F